O[C@H](CC)CCC[C@@H](CC[C@H](CC[C@@H](CCC)C)C)O (3R,5S,7S,8R,9S,10S,13R,14S,17R)-3,7-dihydroxy-10,13-dimethylhexadecane